(R)-N-(7-(1-(1-acryloylpiperidin-3-yl)-4-amino-1H-pyrazolo[3,4-d]pyrimidin-3-yl)benzo[d][1,3]dioxol-4-yl)-3-morpholinylbenzamide C(C=C)(=O)N1C[C@@H](CCC1)N1N=C(C=2C1=NC=NC2N)C2=CC=C(C1=C2OCO1)NC(C1=CC(=CC=C1)N1CCOCC1)=O